ethyl 1-((6-cyclopropylimidazo[1,2-a]pyridin-2-yl)methyl)-3-(oxetan-3-yl)-1H-pyrazole-4-carboxylate C1(CC1)C=1C=CC=2N(C1)C=C(N2)CN2N=C(C(=C2)C(=O)OCC)C2COC2